O=C1NC(CCC1N1C(C2=CC=C(C=C2C1)N1CCN(CC1)C(=O)N1CCN(CC1)C1=CC=C(C=C1)\C(=C(/CC)\C1=CC=CC=C1)\C1=CC=C(C=C1)B(O)O)=O)=O (E)-(4-(1-(4-(4-(4-(2-(2,6-dioxopiperidin-3-yl)-1-oxoisoindolin-5-yl)piperazine-1-carbonyl)piperazin-1-yl)phenyl)-2-phenylbut-1-en-1-yl)phenyl)boronic acid